1-((2R,4S,5R)-4-((tert-butyldimethylsilyl)oxy)-5-(((tert-butyl-dimethylsilyl)oxy)methyl)tetrahydrofuran-2-yl)-4-(dimethylamino)pyrimidin-2(1H)-one [Si](C)(C)(C(C)(C)C)O[C@H]1C[C@@H](O[C@@H]1CO[Si](C)(C)C(C)(C)C)N1C(N=C(C=C1)N(C)C)=O